1'-(5-((2-amino-3-chloropyridin-4-yl)thio)pyrazin-2-yl)-5,7-dihydrospiro[cyclopenta[b]pyridine-6,4'-piperidin]-5-amine NC1=NC=CC(=C1Cl)SC=1N=CC(=NC1)N1CCC2(CC1)C(C=1C(=NC=CC1)C2)N